(2S)-2-amino-N-[(3R,5S)-1-(7-cyanopyrazolo[1,5-a]pyridin-4-yl)-5-methyl-3-piperidinyl]propanamide N[C@H](C(=O)N[C@H]1CN(C[C@H](C1)C)C=1C=2N(C(=CC1)C#N)N=CC2)C